FC1=CC=C(C=C1)C1(CCNCC1)NS(=O)(=O)C=1C=NC(=CC1)OC(C)C N-(4-(4-fluorophenyl)piperidin-4-yl)-6-isopropoxypyridine-3-sulfonamide